2-(2-(2-methoxyethoxy)ethoxy)ethyl 2,4-dimethyl-1H-pyrrole-3-carboxylate CC=1NC=C(C1C(=O)OCCOCCOCCOC)C